N-(3-((9-((3-acetamido-4-((4-methyl-5-nitrothiazol-2-yl)carbamoyl)phenyl)amino)nonyl)amino)propoxy)-3,4-difluoro-2-((2-fluoro-4-iodophenyl)amino)benzamide C(C)(=O)NC=1C=C(C=CC1C(NC=1SC(=C(N1)C)[N+](=O)[O-])=O)NCCCCCCCCCNCCCONC(C1=C(C(=C(C=C1)F)F)NC1=C(C=C(C=C1)I)F)=O